FC1=CC=C2C(=CN(C2=C1)CC1=NC=CC=C1)\C=C/1\C(NC(S1)=O)=O (Z)-5-((6-fluoro-1-(pyridin-2-ylmethyl)-1H-indol-3-yl)methylene)thiazolidine-2,4-dione